C(CCCCCCCC)OC1=CC=C2NC=C(CCN)C2=C1 5-nonyl-oxytryptamine